N-(8-quinolinyl)-2-benzyl-3-butenamide N1=CC=CC2=CC=CC(=C12)NC(C(C=C)CC1=CC=CC=C1)=O